benzyl 5-[(1-tert-butoxycarbonyl-4-piperidylidene)methyl]-3,4-dihydro-1H-isoquinoline-2-carboxylate C(C)(C)(C)OC(=O)N1CCC(CC1)=CC1=C2CCN(CC2=CC=C1)C(=O)OCC1=CC=CC=C1